1-(4-chloro-2-fluorophenyl)-4-isocyanatopiperidine ClC1=CC(=C(C=C1)N1CCC(CC1)N=C=O)F